CC1=C(C(=CC=C1)C)[Fe] 2,6-dimethylphenyl-Iron (I)